C12(CC3CC(CC(C1)C3)C2)C(=O)N2[C@@H](CCC2)C(=O)N[C@H](C(=O)N[C@@H](CCC(=O)OC(C)(C)C)C(=O)N[C@H](C(=O)OC)C(C)C)CC(C)C tert-Butyl (S)-4-((S)-2-((S)-1-((3S,5S,7S)-adamantane-1-carbonyl) pyrrolidine-2-carboxamido)-4-methylpentanamido)-5-(((S)-1-methoxy-3-methyl-1-oxobutan-2-yl)amino)-5-oxopentanoate